CCOC1=C(OCC(=O)N(C)C)C=CC(=C1)C=CC(=O)C1=CC=C(C=C1)O 2-2-Ethoxy-4-[3-(4-hydroxyphenyl)-3-oxoprop-1-en-1-yl]phenoxy-N,N-dimethylacetamide